3-({[(4S)-7-(3-methylphenyl)-3,4-dihydro-2H-1-benzopyran-4-yl]methyl}amino)pyridine-4-carboxylic acid CC=1C=C(C=CC1)C1=CC2=C([C@H](CCO2)CNC=2C=NC=CC2C(=O)O)C=C1